(S)-2-(3-(2-(2-aminoethoxy)ethoxy)propanamido)-N1,N5-bis(14-azido-3,6,9,12-tetraoxatetradecyl)pentanediamide NCCOCCOCCC(=O)N[C@H](C(=O)NCCOCCOCCOCCOCCN=[N+]=[N-])CCC(=O)NCCOCCOCCOCCOCCN=[N+]=[N-]